7-methylxanthinenicotinic acid CN1C(=NC=2NC(NC(C12)=O)=O)C1=CC=NC=C1C(=O)O